1-methyl-4-(2-methyl-4-nitrophenyl)-1,2,3,6-tetrahydropyridine CN1CCC(=CC1)C1=C(C=C(C=C1)[N+](=O)[O-])C